C(=O)O.NC1=CC=CC(=N1)[C@H](C)NC(=O)C=1C=NC2=C(C=CC=C2C1)C1=CCC(CC1)C(F)(F)F N-((S)-1-(6-aminopyridin-2-yl)ethyl)-8-(4-(trifluoromethyl)cyclohex-1-en-1-yl)quinoline-3-carboxamide formate